5-chloro-4H-1,2,4-triazol-3-ol ClC=1NC(=NN1)O